tris(2-methoxy-4-propylphenyl) phosphate P(=O)(OC1=C(C=C(C=C1)CCC)OC)(OC1=C(C=C(C=C1)CCC)OC)OC1=C(C=C(C=C1)CCC)OC